COC(=O)C1C(C(C(=CC1C=C(C)C)C)C)C(=O)O 2-methoxycarbonyl-3-(2-methyl-1-propenyl)-5,6-dimethyl-4-cyclohexen-1-yl-carboxylic acid